CC1=C(C=CC=C1C)C1=C(C=C2C(=N1)C(=NN2)C=2C=CC(=NC2)C2(CCCCC2)C(=O)O)OC (5-(5-(2,3-dimethylphenyl)-6-methoxy-1H-pyrazolo[4,3-b]pyridin-3-yl)pyridin-2-yl)cyclohexane-1-carboxylic acid